Methyl 2-(1-(3-fluoro-4-sulfamoylbenzyl)-7-methoxy-1H-imidazo[4,5-c][1,8]naphthyridin-2-yl)-acetate FC=1C=C(CN2C(=NC=3C=NC=4N=C(C=CC4C32)OC)CC(=O)OC)C=CC1S(N)(=O)=O